S1C=CC2=C1C=CC=C2N2CCN(CC2)CCCCOC2=CC=C1C=CC(NC1=C2)=O 7-[4-(4-(1-benzothiophene-4-yl)piperazin-1-yl)butoxy]-1,2-dihydroquinolin-2-one